6-(4,4-difluoropiperidin-1-yl)-N-(4-((2-hydroxyethyl)sulfonamido)-2-(6-azaspiro[2.5]octan-6-yl)phenyl)-5-methylpyrazine-2-carboxamide FC1(CCN(CC1)C1=C(N=CC(=N1)C(=O)NC1=C(C=C(C=C1)NS(=O)(=O)CCO)N1CCC2(CC2)CC1)C)F